CN1C(CC1)(C)/C=C/S(=O)(=O)NC(NC1=C2CCCC2=CC=2CCCC12)=O (E)-2-(1,2-Dimethylazetidin-2-yl)-N-((1,2,3,5,6,7-hexahydro-s-indacen-4-yl)carbamoyl)ethen-1-sulfonamid